5-methoxy-2-pyrimidineformylhydrazine COC=1C=NC(=NC1)C(=O)NN